5-phenyl-5-(piperidin-1-yl)-4,5,6,7-tetrahydro-1H-indazole C1(=CC=CC=C1)C1(CC=2C=NNC2CC1)N1CCCCC1